C(C)(C)(C)OC(=O)N/C(/N1CCC(=CC1)C=1C=CSC1C)=N/C(=O)OC(C)(C)C 4-{1-[(Z)-{[(tert-butoxy)carbonyl]amino}({[(tert-butoxy)carbonyl]imino})methyl]-1,2,3,6-tetrahydropyridin-4-yl}-5-methylthiophene